C(CCCCCCCCC\C=C/C=C\CC)=O Z,Z-11,13-hexadecadienal